2,3-bis-sulfanylbutanedioic acid SC(C(=O)O)C(C(=O)O)S